NCCN(C)CCCN 2,3-diamino-N-methyl-ethylpropylamine